N,N-dimethyl-o-phenylenediamine CN(C1=C(C=CC=C1)N)C